ClCCOP(=O)(OCCCl)OCCCl.P(O)(O)(O)=O phosphoric acid tri(beta-chloroethyl)phosphate